C(C)C=1OC(=CC1)C(S(=O)(=O)C1=CC=CC=C1)C1=CC=CC=C1 2-ethyl-5-(phenyl-(phenylsulfonyl)methyl)furan